7-(6-(2-hydroxypropan-2-yl)pyridin-3-yl)-3,3-dimethyl-1-(2-(tetrahydro-2H-pyran-4-yl)ethyl)-3,4-dihydropyrazino[2,3-b]pyrazin-2(1H)-one OC(C)(C)C1=CC=C(C=N1)C1=CN=C2C(=N1)N(C(C(N2)(C)C)=O)CCC2CCOCC2